N1CC(C1)C(C)C1=C(C=CC2=C(C=CC=C12)OC1=CC=C(C=C1)C(F)(F)F)C(=O)N (1-(azetidin-3-yl)ethyl)-5-(4-(trifluoromethyl)phenoxy)-2-naphthamide